[Ru](=O)(=O)=O ruthenium (vi) oxide